6-methoxy-2,4,4-trimethyl-1,2,3,4-tetrahydroisoquinoline-7-amine COC=1C=C2C(CN(CC2=CC1N)C)(C)C